FC=1C(=C(C=C(C1)F)C1=C(C=CC=C1)NC(C1=NC=CC=C1)=O)[Se]C1=CC=CC=C1 N-(3',5'-difluoro-2'-(phenylselanyl)-[1,1'-biphenyl]-2-yl)picolinamide